BrC1=CC=C(C=C1)C1=CC=C(C=C1)C1=CC(=NN1)NC1=C(C=C(C=C1)O)C 4-((5-(4'-bromo-[1,1'-biphenyl]-4-yl)-1H-pyrazol-3-yl)amino)-3-methylphenol